Bis(2,4-di-tert-butylphenyl)pentaerythritol diphosphit OP(O)OP(O)O.C(C)(C)(C)C1=C(C=CC(=C1)C(C)(C)C)C(O)(C(CO)(CO)CO)C1=C(C=C(C=C1)C(C)(C)C)C(C)(C)C